tert-butyl N-[(3S)-1-[2-chloro-5-(4-methyl-3-oxo-1,4-benzoxazin-7-yl)-4-pyridyl]-3-piperidyl]carbamate ClC1=NC=C(C(=C1)N1C[C@H](CCC1)NC(OC(C)(C)C)=O)C1=CC2=C(N(C(CO2)=O)C)C=C1